CCC(CC(=O)[O-])=O.CC([O-])C.[In+2] indium isopropoxide (methyl acetoacetate)